(R)-N-(8,9-difluoro-6-oxo-1,4,5,6-tetrahydro-2H-pyrano[3,4-c]isoquinolin-1-yl)-4-(difluoromethoxy)-3-fluoro-N-methylbenzamide FC=1C(=CC=2C3=C(NC(C2C1)=O)COC[C@@H]3N(C(C3=CC(=C(C=C3)OC(F)F)F)=O)C)F